trans-4'-(4-methylphenyl)(1,1'-bicyclohexyl)-4-one CC1=CC=C(C=C1)C1CCC(CC1)C1CCC(CC1)=O